ClC1=NN(C2=CC=C(C=C12)C(=O)O)C 3-chloro-1-methyl-indazole-5-carboxylic acid